(S)-tert-butyl (1-(4-hydroxyphenyl)ethyl)carbamate OC1=CC=C(C=C1)[C@H](C)NC(OC(C)(C)C)=O